O=C(CNC(OC(C)(C)C)=O)N1CC(OCC1)=O tert-butyl (2-oxo-2-(2-oxomorpholino)ethyl)carbamate